2',3-dichloro-5'-ethyl-4-hydroxy-6-methyl-2H-[1,4'-bipyridine]-2-one ClC1=NC=C(C(=C1)N1C(C(=C(C=C1C)O)Cl)=O)CC